[C@H]12CC(C[C@H](CC1)N2)OC2=CC=C(N=N2)C2=C(C=C(C=C2)N2N=CC=N2)O 2-(6-(((1r,3s,5s)-8-azabicyclo[3.2.1]oct-3-yl)oxy)pyridazin-3-yl)-5-(2H-1,2,3-triazol-2-yl)phenol